ClC=1C=C(C=CC1)N1CCN(CC1)CCCN1N=C2N(C=CC=C2)C1=O 2-[3-[4-(3-chlorophenyl)piperazin-1-yl]propyl]-[1,2,4]triazolo[4,3-a]pyridin-3-one